2-{[(2S,4S)-4-[(2-{[(5-Cyanopyridin-2-yl)oxy]methyl}pyrimidin-4-yl)oxy]-2-methylpiperidin-1-yl]methyl}-1-{[(2S)-oxetan-2-yl]methyl}-1H-1,3-benzodiazole-6-carboxylic acid C(#N)C=1C=CC(=NC1)OCC1=NC=CC(=N1)O[C@@H]1C[C@@H](N(CC1)CC1=NC2=C(N1C[C@H]1OCC1)C=C(C=C2)C(=O)O)C